(1R,5R)-N-(4-(1-ethyl-3-phenyl-1H-pyrazol-4-yl)-7-methoxypyrido[3,2-d]pyrimidin-6-yl)-3-oxabicyclo[3.1.0]hexane-1-carboxamide C(C)N1N=C(C(=C1)C=1C2=C(N=CN1)C=C(C(=N2)NC(=O)[C@]21COC[C@@H]1C2)OC)C2=CC=CC=C2